O=C1NC(CCC1N1C(C2=CC=CC(=C2C1)SCCCCN1CCN(CC1)C1=C(C=C(C(=O)N2CCC(CC2)CCCCNC(\C=C\C2=NC(=CN=C2)C)=O)C=C1)C)=O)=O (E)-N-(4-(1-(4-(4-(4-((2-(2,6-dioxopiperidin-3-yl)-1-oxoisoindolin-4-yl)thio)butyl)piperazin-1-yl)-3-methylbenzoyl)piperidin-4-yl)butyl)-3-(6-methylpyrazin-2-yl)acrylamide